8-(6-methoxypyridin-3-yl)-1-(4-(piperazin-1-yl)-3-(trifluoromethyl)phenyl)-5-(2-(pyrrole-1-yl)ethyl)-1,5-dihydro-4H-pyrazolo[4,3-c]quinolin-4-one COC1=CC=C(C=N1)C1=CC=2C3=C(C(N(C2C=C1)CCN1C=CC=C1)=O)C=NN3C3=CC(=C(C=C3)N3CCNCC3)C(F)(F)F